tert-Butyl ((R)-1-(((S)-1-(((6-amino-2-methylpyridin-3-yl)methyl)amino)-1-oxopropan-2-yl)amino)-1-oxo-4-phenylbutan-2-yl)carbamate NC1=CC=C(C(=N1)C)CNC([C@H](C)NC([C@@H](CCC1=CC=CC=C1)NC(OC(C)(C)C)=O)=O)=O